octadecyl-diethyl-(8-triethoxysilyloctyl)ammonium chloride [Cl-].C(CCCCCCCCCCCCCCCCC)[N+](CCCCCCCC[Si](OCC)(OCC)OCC)(CC)CC